10,11-bis(9-bromononyl)1,1,1,2,2,3,3,4,4,5,5,6,6,7,7,8,8,13,13,14,14,15,15,16,16,17,17,18,18,19,19,20,20,20-tetratriacontafluoroicosane BrCCCCCCCCCC(CC(C(C(C(C(C(C(C(F)(F)F)(F)F)(F)F)(F)F)(F)F)(F)F)(F)F)(F)F)C(CC(C(C(C(C(C(C(C(F)(F)F)(F)F)(F)F)(F)F)(F)F)(F)F)(F)F)(F)F)CCCCCCCCCBr